NC1=NN=C(S1)C1=C(C(O)=CC=C1)O (5-amino-1,3,4-thiadiazole-2-yl)catechol